N-benzoyloxy-1-(4-(phenylsulfanyl)phenyl)-3-cyclopentylpropane-1-one-2-imine C(C1=CC=CC=C1)(=O)ON=C(C(=O)C1=CC=C(C=C1)SC1=CC=CC=C1)CC1CCCC1